(3S,6S,7R,8R)-8-benzyl-3-[({3-[(isobutyryloxy) methoxy]-4-methoxypyridin-2-yl} carbonyl) amino]-6-methyl-4,9-dioxo-1,5-dioxacyclononan-7-yl 2-methylpropionate CC(C(=O)O[C@H]1[C@@H](OC([C@H](COC([C@@H]1CC1=CC=CC=C1)=O)NC(=O)C1=NC=CC(=C1OCOC(C(C)C)=O)OC)=O)C)C